BrC1=CC(=CC(=N1)N)OC1=C(C=C(C=C1)[N+](=O)[O-])C 6-bromo-4-(2-methyl-4-nitrophenoxy)pyridin-2-amine